Cl.OC1=C(C=C(C=C1)NC(=O)C1=CC(=C(C=C1)C1=CC=C(C=C1)C(F)(F)F)OCCCN1CCOCC1)NS(=O)(=O)C N-(4-hydroxy-3-(methylsulfonylamino)phenyl)-2-(3-morpholinopropoxy)-4'-(trifluoromethyl)-[1,1'-biphenyl]-4-carboxamide hydrochloride